NC1=C(C=C(C=N1)C=1C=C2N(N1)CC[C@]21CN(CC1)C(=O)OC(C)(C)C)OC(F)(F)F tert-butyl (3R)-2'-[6-amino-5-(trifluoromethoxy)pyridin-3-yl]-5',6'-dihydrospiro[pyrrolidine-3,4'-pyrrolo[1,2-b]pyrazole]-1-carboxylate